1-((6-bromo-8-chloro-2-oxo-1,2-dihydroquinolin-3-yl)methyl)-3-(4-ethoxyphenyl)-1-(2-hydroxyethyl)urea BrC=1C=C2C=C(C(NC2=C(C1)Cl)=O)CN(C(=O)NC1=CC=C(C=C1)OCC)CCO